9-difluoromethyl-7-fluoro-1,4,4-trimethyl-4,5-dihydro-[1,2,4]triazolo[4,3-a]quinoxaline FC(C=1C=C(C=C2NC(C=3N(C12)C(=NN3)C)(C)C)F)F